N1C(CCC2=CC=CC=C12)=O 3,4-dihydroquinoline-2(1H)-one